C(C1=CC=CC=C1)N(CCOC1CCC(CC1)OCCOCCO)CC1=CC=CC=C1 2-(2-(((1r,4r)-4-(2-(Dibenzylamino)ethoxy)cyclohexyl)oxy)ethoxy)ethan-1-ol